OCC1CC(C1)C=1C=CC=C2C(=CN=CC12)N1C(NC(CC1)=O)=O 1-[8-[3-(hydroxymethyl)cyclobutyl]-4-isoquinolyl]hexahydropyrimidine-2,4-dione